CC1=C(C(=CC(=C1)C)C)S(=O)(=O)NO 2,4,6-trimethyl-benzenesulfonyl-hydroxylamine